4-(5-carbamoyl-6-(methylamino)pyridin-3-yl)-2-((4-((2-(dimethylamino)ethyl)(methyl)amino)-2-Methoxy-5-nitrophenyl)amino)pyrimidine-5-carboxylic acid isopropyl ester C(C)(C)OC(=O)C=1C(=NC(=NC1)NC1=C(C=C(C(=C1)[N+](=O)[O-])N(C)CCN(C)C)OC)C=1C=NC(=C(C1)C(N)=O)NC